4-(3-(1-Cyanopyrrolidin-2-yl)-1,2,4-oxadiazol-5-yl)-[2,4'-bipyridine]-2'-carbonitrile C(#N)N1C(CCC1)C1=NOC(=N1)C1=CC(=NC=C1)C1=CC(=NC=C1)C#N